1-(4-(1-Methylcyclopropyl)phenyl)-3-azabicyclo[3.1.0]hexane CC1(CC1)C1=CC=C(C=C1)C12CNCC2C1